COC(=O)C1=NC2=CC=C(C=C2C=C1C)C1=CC(=C(C=C1)OC)C12CC3CC(CC(C1)C3)C2 methyl-6-(3-(adamantan-1-yl)-4-methoxyphenyl)quinoline-2-carboxylic acid methyl ester